CN(CC(=O)NC1=CC=C(C=N1)NC=1N=CC2=C(N1)CN(CC2)C(=O)OC(C)(C)C)C tert-butyl 2-({6-[2-(dimethylamino)acetamido]pyridin-3-yl}amino)-5H,6H,7H,8H-pyrido[3,4-d]pyrimidine-7-carboxylate